C1(CC1)NC(=O)C1=CC=C(C=N1)O[C@@H]1[C@H](N(C1)C(=O)OC(C)(C)C)C tert-butyl (2R,3S)-3-{[6-(cyclopropylcarbamoyl)pyridin-3-yl]oxy}-2-methylazetidine-1-carboxylate